(Ra)-3-(2-(5-(benzyloxy)-2-((1S)-1-methoxyethyl)pyridin-3-yl)-5-bromo-1-ethylindol-3-yl)-2,2-dimethylpropan-1-ol C(C1=CC=CC=C1)OC=1C=C(C(=NC1)[C@H](C)OC)C=1N(C2=CC=C(C=C2C1CC(CO)(C)C)Br)CC